N1-(2-(4-(methoxy-d3)phenyl)quinolin-4-yl)-N3,N3-dimethylpropane-1,3-diamine C(OC1=CC=C(C=C1)C1=NC2=CC=CC=C2C(=C1)NCCCN(C)C)([2H])([2H])[2H]